3-{2-amino-[1,2,4]triazolo[1,5-a]pyridin-7-yl}-N-[3-(4-chlorophenyl)-3-oxopropyl]-2-fluoro-6-methylbenzamide NC1=NN2C(C=C(C=C2)C=2C(=C(C(=O)NCCC(=O)C3=CC=C(C=C3)Cl)C(=CC2)C)F)=N1